dicarboxyl-chlorophenylporphine C(=O)(O)N1C=2C=CC1=CC=1C=CC(=CC3=C(C(=C(N3C(=O)O)C=C3C=CC(C2)=N3)C3=CC=CC=C3)Cl)N1